C1(CC1)C=1C=C(C=CC1NC1=NC=C(C(=N1)[Sn](C)(C)C)C(F)(F)F)N1C[C@H]2CC[C@@H](C1)N2C(=O)OC(C)(C)C tert-butyl (1R,5S)-3-(3-cyclopropyl-4-((5-(trifluoromethyl)-4-(trimethylstannyl)pyrimidin-2-yl)amino)phenyl)-3,8-diazabicyclo[3.2.1]octane-8-carboxylate